IC[C@@H](C(=O)OC)C methyl (2R)-3-iodo-2-methyl-propanoate